4-((2-(azetidin-1-ylmethyl)benzyl)amino)-2,6-difluoro-N-(isoxazol-3-yl)-N-((2-(trimethylsilyl)ethoxy)methyl)benzenesulfonamide N1(CCC1)CC1=C(CNC2=CC(=C(C(=C2)F)S(=O)(=O)N(COCC[Si](C)(C)C)C2=NOC=C2)F)C=CC=C1